C(C1=CC=CC=C1)SC=1N=C(OC1[Si](C)(C)C)C1=CC=CC=C1 4-(benzylthio)-2-phenyl-5-(trimethylsilyl)oxazole